3-Methyl-2-{7-[(oxolan-3-yl)methyl]-7H-pyrrolo[2,3-c]pyridazin-3-yl}-5-(trifluoromethyl)phenol CC=1C(=C(C=C(C1)C(F)(F)F)O)C1=CC2=C(N=N1)N(C=C2)CC2COCC2